NC1=NC=NN2C1=CC=C2[C@]2(O[C@]([C@H]([C@H]2O)O)(CC#N)CO)CC#N (2R,3R,4S,5R)-2-(4-aminopyrrolo[2,1-f][1,2,4]triazin-7-yl)-3,4-dihydroxy-5-(hydroxymethyl)tetrahydrofuran-2,5-dimethanecarbonitrile